rac-6-[4-[[3-[2-(2-Fluoroethoxy)ethoxy]phenyl]-(4-fluorophenyl)methyl]piperidine-1-carbonyl]-4H-1,4-benzoxazin-3-one FCCOCCOC=1C=C(C=CC1)[C@H](C1CCN(CC1)C(=O)C=1C=CC2=C(NC(CO2)=O)C1)C1=CC=C(C=C1)F |r|